COC=1C(=CC2=C(N=C(S2)NC(CC2=CC=C(C=C2)S(=O)(=O)C(C)C)=O)C1)OC N-(5,6-dimethoxybenzothiazol-2-yl)-2-{4-[(methylethyl)sulfonyl]phenyl}acetamide